5-[(4R,11aS)-9-[(1S,4S)-5-(2-amino-2-methyl-propionyl)-2,5-diazabicyclo[2.2.1]heptan-2-yl]-4-methyl-1,3,4,6,11,11a-hexahydropyrazino[1,2-b]isoquinolin-2-yl]quinoline-8-carbonitrile NC(C(=O)N1[C@@H]2CN([C@H](C1)C2)C2=CC=1C[C@@H]3N(CC1C=C2)[C@@H](CN(C3)C3=C2C=CC=NC2=C(C=C3)C#N)C)(C)C